11,11-dimethoxy-(5E)-1,5-undecadiene-3-yne COC(CCCC/C=C/C#CC=C)OC